4-((6-fluoroquinolin-4-yl)amino)-N-(3-(pyridin-4-ylamino)phenyl)benzamide FC=1C=C2C(=CC=NC2=CC1)NC1=CC=C(C(=O)NC2=CC(=CC=C2)NC2=CC=NC=C2)C=C1